IC1=CC=C(C(=O)OC2=CC(=C(C=C2)OC(C2=CC=C(C=C2)I)=O)C=2SC3=C(N2)C=CC=C3)C=C1 [3-(1,3-benzothiazol-2-yl)-4-(4-iodobenzoyl)oxy-phenyl] 4-iodobenzoate